2-(pyridin-3-yloxy)ethan-1-one N1=CC(=CC=C1)OCC=O